C(C)(C)(C)C1=CC=C(NC(C(=O)NC2CCC(CC2)(F)F)C=2C=NC=C(C2)F)C=C1 2-(4-tert-butylanilino)-N-(4,4-difluorocyclohexyl)-2-(5-fluoro-3-pyridyl)acetamide